C1(CC1)N1CCC(CC1)N1CCC(CC1)C=1C=C(C2=C(N(C(=N2)C2=CC=C(C=C2)P(OCC)(OCC)=O)C)C1)C diethyl (4-(6-(1'-cyclopropyl-[1,4'-bipiperidin]-4-yl)-1,4-dimethyl-1H-benzo[d]imidazol-2-yl)phenyl)phosphonate